4-(1-(((tetrahydro-2H-pyran-4-yl)methyl)amino)ethyl)isoquinolin-1(2H)-one O1CCC(CC1)CNC(C)C1=CNC(C2=CC=CC=C12)=O